ClC1=C(C=C(C=C1)S(=O)(=O)NC=1C(=NC=C(C1)C)/C(/C=1C=C(C=CC1)NC(C=C)=O)=N/OC)C(F)(F)F (E)-N-(3-((3-((4-chloro-3-(trifluoromethyl)phenyl)sulfonamido)-5-methylpyridin-2-yl)(methoxyimino)methyl)phenyl)acrylamide